ClC1=C(C=CC=C1C(F)(F)F)[C@@H](C)NC=1C2=C(N=C(N1)C)C=NC(=C2)P2(CCN(CC2)C(C(F)F)=O)=O 4-[4-({(1R)-1-[2-chloro-3-(trifluoromethyl)phenyl]ethyl}amino)-2-methylpyrido[3,4-d]pyrimidin-6-yl]-1-(difluoroacetyl)-1,4lambda5-azaphosphinan-4-one